C1(CC1)NC(=O)C1=C(C=C(C=C1OC)C1=CN=C2N1C=CC(=C2)OC[C@H]2CN(CCC2)C(=O)OC(C)(C)C)OC(F)F Tert-butyl (3R)-3-[[3-[4-(cyclopropylcarbamoyl)-3-(difluoromethoxy)-5-methoxy-phenyl]imidazo[1,2-a]pyridin-7-yl]oxymethyl]piperidine-1-carboxylate